[Si](C1=CC=CC=C1)(C1=CC=CC=C1)(C(C)(C)C)OC1CC(CCC1)NC1=NC(=NC=C1C(=O)O)Cl ((3-((tert-Butyldiphenylsilyl)oxy)cyclohexyl)amino)-2-chloropyrimidine-5-carboxylic acid